C1(CC1)COC1=CC(=C(C=C1)C(C)N1C[C@@H](N(C[C@H]1CC)C=1C2=C(N(C(N1)=O)C)C=CC(=N2)C#N)C)F 4-((2S,5R)-4-(1-(4-(cyclopropylmethoxy)-2-fluorophenyl)ethyl)-5-ethyl-2-methylpiperazin-1-yl)-1-methyl-2-oxo-1,2-dihydropyrido[3,2-d]pyrimidine-6-carbonitrile